CC1C2=C(N=C(S2)C)CC12C[C@@H](N(CC2)C(=O)OC(C)(C)C)N[S@](=O)C(C)(C)C tert-butyl (S)-6-methyl-(((R)-tertbutylsulfinyl)amino)-2-methyl-4,6-dihydrospiro[cyclopenta[d]thiazole-5,4'-piperidine]-1'-carboxylate